(3R)-8-(4-acryloylpiperazin-1-yl)-11-(5-chloro-2,4-difluorophenyl)-3-(methoxymethoxy)-10-(trifluoromethyl)-3,4-dihydro-2H,6H-[1,4]thiazepino[2,3,4-ij]quinazolin-6-one C(C=C)(=O)N1CCN(CC1)C1=NC(N2C3=C(C(=C(C=C13)C(F)(F)F)C1=C(C=C(C(=C1)Cl)F)F)SC[C@@H](C2)OCOC)=O